ClC1=C(C=CC=C1)NC(C(CCO)OC1=NC2=CC=CC=C2C=C1)=O N-(2-chlorophenyl)-4-hydroxy-2-(quinolin-2-yloxy)butanamide